6-[2-(4-methoxyphenyl)-1H-benzimidazol-5-yl]-5-methyl-4,5-dihydro-3(2H)-pyridazinone COC1=CC=C(C=C1)C1=NC2=C(N1)C=CC(=C2)C=2C(CC(NN2)=O)C